C(C(=O)O)(=O)O.CNC1=CC=C(C=C1)NC N,N'-dimethyl-p-phenylenediamine oxalate